ClC=1C=C(C=C(C1)F)NC(=O)C1CCC2(CN(C2)C(=O)OC(C)(C)C)CC1 tert-butyl 7-[(3-chloro-5-fluoro-phenyl)carbamoyl]-2-azaspiro[3.5]nonane-2-carboxylate